C(C)(C)NC1=CC(=CC(=N1)N1C(C2=CC=CC(=C2C1)C(F)(F)F)=O)C1=C(C=NN1C)C1=NN=CN1C 2-(6-(isopropylamino)-4-(1-methyl-4-(4-methyl-4H-1,2,4-triazol-3-yl)-1H-pyrazol-5-yl)pyridin-2-yl)-4-(trifluoromethyl)isoindolin-1-one